C(C)(=O)OCC1=CC=CC1 cyclopenta-1,3-dienylmethyl acetate